1-methyl-5-(2-(((R)-((R)-7-(1-methyl-1H-pyrazol-4-yl)-1,2,3,4-tetrahydropyrido[2,3-b]pyrazin-3-yl)(phenyl)methyl)amino)ethyl)pyridin-2(1H)-one CN1C(C=CC(=C1)CCN[C@H](C1=CC=CC=C1)[C@H]1CNC2=C(N1)N=CC(=C2)C=2C=NN(C2)C)=O